C(C)OP(=O)(OCC)C(C(=O)OCC)F ethyl 2-(di-ethoxyphosphoryl)-2-fluoroacetate